BENZISOXAZOL-SULFONAMID O1N=C(C2=C1C=CC=C2)S(=O)(=O)N